OC1OC(C2=CC(=C(C=C12)OC)OC)=O 3-hydroxy-5,6-dimethoxyisobenzofuran-1(3H)-one